C12(CC(C1)C2)C(=O)OCOSC (((methylsulfanyl) oxy) methyl) bicyclo(1.1.1)pentane-1-carboxylate